(1S,4s)-4-(2-((R)-3,3-dimethyltetrahydro-2H-pyran-4-ylamino)-8-(2,4,6-trichlorophenylamino)-9H-purin-9-yl)cyclohexanecarboxamide CC1(COCC[C@@H]1NC1=NC=C2N=C(N(C2=N1)C1CCC(CC1)C(=O)N)NC1=C(C=C(C=C1Cl)Cl)Cl)C